gamma-oxo-phenylpropanesulfonyl fluoride O=C(CCS(=O)(=O)F)C1=CC=CC=C1